N-[(3S,4R,5S,6R)-1-(6-benzyloxyhexyl)-4,5-dihydroxy-6-(hydroxymethyl)-3-piperidinyl]acetamide methyl-(S)-1-benzyl-4-oxopyrrolidine-2-carboxylate COC(=O)[C@H]1N(CC(C1)=O)CC1=CC=CC=C1.C(C1=CC=CC=C1)OCCCCCCN1C[C@@H]([C@H]([C@H]([C@H]1CO)O)O)NC(C)=O